4-[(2-Methylimidazol-1-yl)methyl]-2-azabicyclo[2.2.1]heptane CC=1N(C=CN1)CC12CNC(CC1)C2